The molecule is a pentitol derivative that is 3-O-acetyl-1-deoxypentitol substituted by a 4-methoxyphenyl group at position 1. Isolated from the fermentation broth of Pseudomonas fluorescens and Pseudomonas putida, it exhibits anti-HSV-1 activity. It has a role as a metabolite and an anti-HSV-1 agent. It is a monomethoxybenzene, a triol, an acetate ester and a pentitol derivative. CC(=O)OC(C(CC1=CC=C(C=C1)OC)O)C(CO)O